FCC1=NC(=NC(=C1)C(F)(F)F)NC1=NN=NN1CC1=CC=C(C=C1)OC 4-(fluoromethyl)-N-(1-(4-methoxybenzyl)-1H-tetrazol-5-yl)-6-(trifluoromethyl)pyrimidin-2-amine